N-formyl-acrylamide C(=O)NC(C=C)=O